C(C)OP(=O)(OCC)C(=O)C1=CC2=C(SC(=C2)C(=O)O)C=C1 5-((diethoxyphosphoryl)carbonyl)benzo[b]thiophene-2-carboxylic acid